FC=1C=C(C=C(C1)F)C=1SC=C(N1)C[C@@H]1N(CC([C@@H]1NS(=O)(=O)CC)(F)F)C(C(C)(C)O)=O |r| rac-N-[(2S,3R)-2-{[2-(3,5-difluorophenyl)-1,3-thiazol-4-yl]methyl}-4,4-difluoro-1-(2-hydroxy-2-methylpropanoyl)pyrrolidin-3-yl]ethanesulfonamide